CCCCN(CCCC)C1=CC2=C(C=C1)C3(C4=CC=CC=C4C(=O)O3)C5=C(O2)C=CC(=C5)NC6=CC=CC=C6Cl 2'-(2-chloroanilino)-6'-(dibutylamino)fluoran